3,3-dimethylpent-4-enoic acid CC(CC(=O)O)(C=C)C